C(C)(C)(C)OC(=O)C=1NC2=CC=CC=C2C1 Indole-2-carboxylic acid tert-butyl ester